O1-tert-butyl O2-methyl (2S,4S)-4-[[6-[3-[3-(1,3-dioxoisoindolin-2-yl)propyl]-2-methyl-indazol-4-yl]-2-pyridyl]oxy]pyrrolidine-1,2-dicarboxylate O=C1N(C(C2=CC=CC=C12)=O)CCCC=1N(N=C2C=CC=C(C12)C1=CC=CC(=N1)O[C@H]1C[C@H](N(C1)C(=O)OC(C)(C)C)C(=O)OC)C